C1(=CC=CC2=CC=CC=C12)C(=O)[O-].[V+5].C1(=CC=CC2=CC=CC=C12)C(=O)[O-].C1(=CC=CC2=CC=CC=C12)C(=O)[O-].C1(=CC=CC2=CC=CC=C12)C(=O)[O-].C1(=CC=CC2=CC=CC=C12)C(=O)[O-] vanadium naphthate